4-CHLORO-6-FLUOROINDOLE-3-CARBOXALDEHYDE ClC1=C2C(=CNC2=CC(=C1)F)C=O